dimethylsilaethane C[SiH](C)C